(2S,4R)-1-((S)-2-(3-chloropropanamido)-3,3-dimethylbutanoyl)-4-hydroxy-N-((S)-1-(4-(4-methylthiazol-5-yl)phenyl)ethyl)pyrrolidine-2-carboxamide ClCCC(=O)N[C@H](C(=O)N1[C@@H](C[C@H](C1)O)C(=O)N[C@@H](C)C1=CC=C(C=C1)C1=C(N=CS1)C)C(C)(C)C